2-methylpropan-2-yl {[4-(6-chloro-2-chloro-8-fluoro-4-hydroxyquinazolin-7-yl)-3-cyanobenzo[b]thiophen-2-yl]amino}methanoate ClC=1C=C2C(=NC(=NC2=C(C1C1=CC=CC=2SC(=C(C21)C#N)NC(=O)OC(C)(C)C)F)Cl)O